NC1=NC=C(C=C1C=1C=C2C(NC(C2=CC1)=O)(C)C)C1=CC=C(C=C1)N1CCN(CC1)C 5-(2-amino-5-(4-(4-methylpiperazin-1-yl)phenyl)pyridin-3-yl)-3,3-dimethylisoindolin-1-one